Cl.COCC(C)N1C2C3=CC=CC=C3C1CC2 11-(1-Methoxypropan-2-yl)-11-azatricyclo[6.2.1.02,7]undeca-2,4,6-triene hydrochloride